ClC=1C=C(C=CC1)N1N=C(C2=C1C(N(CC2)C2=CC(=C1CCN(CC1=C2)CCO)F)=O)C(=O)NCC2CC2 1-(3-Chlorophenyl)-N-(cyclopropylmethyl)-6-(5-fluoro-2-(2-hydroxyethyl)-1,2,3,4-tetrahydroisoquinolin-7-yl)-7-oxo-4,5,6,7-tetrahydro-1H-pyrazolo[3,4-c]pyridine-3-carboxamide